FC=1C=C(C=CC1C(F)(F)F)C(=O)N1C[C@@]2(CC1)C=C(C(C(C2)(C)C)=O)C#N (5S)-2-[3-fluoro-4-(trifluoromethyl)benzene-1-carbonyl]-9,9-dimethyl-8-oxo-2-azaspiro[4.5]dec-6-ene-7-carbonitrile